tert-butyl 3-cyano-7,7-difluoro-1-(2-trimethylsilylethoxymethyl)-4,6-dihydropyrazolo[4,3-c]pyridine-5-carboxylate C(#N)C1=NN(C2=C1CN(CC2(F)F)C(=O)OC(C)(C)C)COCC[Si](C)(C)C